4-(2-acryloyl-2,6-diazaspiro[3.4]octan-6-yl)-6-(5-methyl-1H-indazol-4-yl)-2-((1-methylpiperidin-4-yl)oxy)pyrimidine-5-carbonitrile C(C=C)(=O)N1CC2(C1)CN(CC2)C2=NC(=NC(=C2C#N)C2=C1C=NNC1=CC=C2C)OC2CCN(CC2)C